CN[C@@H]([C@H](O)C)C(=O)O Methyl-Threonine